2-(7-(3-chloro-4-fluorophenyl)-2-(ethylthio)pyrazolo[1,5-a]pyrimidin-3-yl)-3-methyl-6-(trifluoromethyl)-3H-imidazo[4,5-b]pyridine ClC=1C=C(C=CC1F)C1=CC=NC=2N1N=C(C2C2=NC=1C(=NC=C(C1)C(F)(F)F)N2C)SCC